6-(2-chlorophenyl)-N-(3-fluoro-4-(piperazin-1-yl)phenyl)-8,9-dihydroimidazo[1',2':1,6]pyrido[2,3-d]pyrimidin-2-amine ClC1=C(C=CC=C1)C1=CC2=C(N=C(N=C2)NC2=CC(=C(C=C2)N2CCNCC2)F)N2C1=NCC2